N,N-di(acryloyl)cystine C(C=C)(=O)N([C@@H](CSSC[C@@H](C(=O)O)N)C(=O)O)C(C=C)=O